(3-acetyl-6-methoxy-5-(2-methylpyrimidin-5-yl)-1H-indazol-1-yl)acetic acid C(C)(=O)C1=NN(C2=CC(=C(C=C12)C=1C=NC(=NC1)C)OC)CC(=O)O